tert-Butyl 2,5-dimethyl-3-((methylsulfinyl)methyl)piperidine-1-carboxylate CC1N(CC(CC1CS(=O)C)C)C(=O)OC(C)(C)C